O1C2=C(OCC1)C=C(C=C2)C=2C(=C(C=CC2)C2=CC=1N(C=C2)C(=CN1)C1=CC=C(CN2CC(C2)C(=O)O)C=C1)C 1-(4-(7-(3-(2,3-dihydrobenzo[b][1,4]dioxin-6-yl)-2-methylphenyl)imidazo[1,2-a]pyridin-3-yl)benzyl)azetidine-3-carboxylic acid